ClC1=C2N(CCN(C2=CC=C1)C)S(=O)(=O)C1=C(C=C(C=C1)C=1C=NN(C1)C)C 5-Chloro-1-methyl-4-[2-methyl-4-(1-methyl-1H-pyrazol-4-yl)benzenesulfonyl]-1,2,3,4-tetrahydroquinoxaline